[5-[3-chloro-2-[(E)-2-(2-cyanophenyl) vinyl]-6-fluoro-phenyl]-1,3-dimethyl-6-oxo-pyridazin-4-yl] 2-methylpropionate CC(C(=O)OC=1C(=NN(C(C1C1=C(C(=CC=C1F)Cl)\C=C\C1=C(C=CC=C1)C#N)=O)C)C)C